CC=1C=C(C=C(C1)C)N1C=CC2=CC=C(C=C12)N 1-(3,5-dimethylphenyl)-1H-indol-6-amine